C(C)OC1=NC=CC=C1C1=NC(=C(C=C1)OC1CC2(CN(C2)C2=C(C=C(C=C2)F)OC)C1)C(=O)N[C@H]1CNCC1 2'-ethoxy-5-{[2-(4-fluoro-2-methoxyphenyl)-2-azaspiro[3.3]heptan-6-yl]oxy}-N-[(3R)-pyrrolidin-3-yl][2,3'-bipyridine]-6-carboxamide